(R)-1-(2,4-difluorophenyl)-1-(2-(1-(6-(1-methyl-1H-pyrazol-4-yl)pyrrolo[2,1-f][1,2,4]triazin-4-yl)-1,2,3,6-tetrahydropyridin-4-yl)pyrimidin-5-yl)ethan-1-amine FC1=C(C=CC(=C1)F)[C@](C)(N)C=1C=NC(=NC1)C=1CCN(CC1)C1=NC=NN2C1=CC(=C2)C=2C=NN(C2)C